N-tert-butyl-2-{methyl[2-(pyridin-2-yl)-5H,6H,7H-cyclopenta[d]pyrimidin-4-yl]amino}acetamide C(C)(C)(C)NC(CN(C=1C2=C(N=C(N1)C1=NC=CC=C1)CCC2)C)=O